C(C)(C)N(P(OCCC#N)OC1CCN(CC1)C1=NC(=NC=C1)C=C)C(C)C 2-cyanoethyl (1-(2-vinylpyrimidin-4-yl)piperidin-4-yl) diisopropylphosphoramidite